C(C)[Sb](CC)CC Triethylantimony